4-(4-(2-(4-ethylpiperazin-1-yl)-2-oxoethyl)phenyl)-1H-pyrrolo[2,3-b]pyridin C(C)N1CCN(CC1)C(CC1=CC=C(C=C1)C1=C2C(=NC=C1)NC=C2)=O